CN1C(NC2=NC=CC=C21)=O 1-methyl-1,3-dihydro-2H-imidazo[4,5-b]pyridin-2-one